N[C@H](C(=O)OC(C)(C)C)CCCNC(=O)OCC1=CC=CC=C1 tert-butyl (S)-2-amino-5-(((benzyloxy)carbonyl)amino)pentanoate